2-(5-hydroxy-2-oxotetrahydropyrimidin-1(2H)-yl)-3-methylbutanamide OC1CNC(N(C1)C(C(=O)N)C(C)C)=O